N7-indan-2-yl-2-(isopropoxymethyl)pyrazolo[1,5-a]pyrimidine-3,7-dicarboxamide C1C(CC2=CC=CC=C12)NC(=O)C1=CC=NC=2N1N=C(C2C(=O)N)COC(C)C